O(C(C)C)C1=CC=CC=2N1C=C(N2)CN (5-Isopropoxylimidazo[1,2-a]pyridin-2-yl)methylamine